3-[(4-bromophenyl)-methylsulfanyl-thiocarbonyloxy-methyl]-3-fluoro-pyrrolidine-1-carboxylic acid tert-butyl ester C(C)(C)(C)OC(=O)N1CC(CC1)(F)C(OC(=S)SC)C1=CC=C(C=C1)Br